trans-1,2-bis(2-mercaptoacetamido)cyclohexane SCC(=O)N[C@H]1[C@@H](CCCC1)NC(CS)=O